FC=1C=C2N(C(C=3N(C2=CC1)C=CC3)=O)CCN3C(C1=CC=CC=C1C3=O)=O 2-[2-(7-fluoro-4-oxo-pyrrolo[1,2-a]quinoxalin-5-yl)ethyl]isoindoline-1,3-dione